4-Chloro-5-[4-[4-fluoro-2-(trifluoromethyl)phenoxy]-2-(1-hydroxyethyl)-5H,6H,7H,8H-pyrido[3,4-d]pyrimidin-7-yl]-2-(oxan-2-yl)-2,3-dihydropyridazin-3-one ClC=1C(N(N=CC1N1CC=2N=C(N=C(C2CC1)OC1=C(C=C(C=C1)F)C(F)(F)F)C(C)O)C1OCCCC1)=O